N-[4-[4-(4-Cyano-2-pyridyl)piperazin-1-yl]phenyl]-4-methoxybenzamid C(#N)C1=CC(=NC=C1)N1CCN(CC1)C1=CC=C(C=C1)NC(C1=CC=C(C=C1)OC)=O